Cl.Cl.FC1=C(C=CC=C1)N1C(=NN=C1C=1SC=CN1)C1CC(C1)N (1S,3r)-3-(4-(2-fluorophenyl)-5-(thiazol-2-yl)-4H-1,2,4-triazol-3-yl)cyclobutan-1-amine dihydrochloride